3'-Deoxy-3',4'-didehydroguanosine-5'-triphosphate P(O)(=O)(OP(=O)(O)OP(=O)(O)O)OCC1=C[C@H]([C@@H](O1)N1C=NC=2C(=O)NC(N)=NC12)O